N-(3-(1-((4-Methyl-4H-1,2,4-triazol-3-yl)thio)ethyl)phenyl)quinoline-2-carboxamide CN1C(=NN=C1)SC(C)C=1C=C(C=CC1)NC(=O)C1=NC2=CC=CC=C2C=C1